(R/S)-tert-butyl 6-hydroxy-2-azabicyclo[2.2.1]heptane-2-carboxylate OC1CC2CN([C@@H]1C2)C(=O)OC(C)(C)C |r|